CN1CC2(CCN2C2=CC=C3C(=N2)OCC=2C=C(C=CC23)C=2C=NNC2)CCC1 6-methyl-1-[8-(1H-pyrazol-4-yl)-6H-isochromeno[3,4-b]pyridin-3-yl]-1,6-diazaspiro[3.5]nonane